2-(4-(bromomethyl)-2-chlorophenyl)-1-ethyl-4-(trifluoromethyl)-1H-imidazole BrCC1=CC(=C(C=C1)C=1N(C=C(N1)C(F)(F)F)CC)Cl